N-[2-(6-chloro-2-pyridyl)-2-[5-(methoxymethyl)-1,3-dimethyl-pyrazol-4-yl]ethyl]-3-(3,5-difluoro-2-pyridyl)isoxazole-5-carboxamide ClC1=CC=CC(=N1)C(CNC(=O)C1=CC(=NO1)C1=NC=C(C=C1F)F)C=1C(=NN(C1COC)C)C